5-[(3R)-3-[tert-butoxycarbonyl(methyl)amino]pyrrolidin-1-yl]pyrazine-2-carboxylic acid C(C)(C)(C)OC(=O)N([C@H]1CN(CC1)C=1N=CC(=NC1)C(=O)O)C